[Na+].C(C)(=O)NCCS(=O)(=O)[O-] acetyl-taurine sodium salt